7-(((trans)-3-aminocyclobutyl)amino)-1-(ethylamino)-2,6-naphthyridine-3-carbonitrile N[C@@H]1C[C@H](C1)NC1=NC=C2C=C(N=C(C2=C1)NCC)C#N